O=C1N(C(CC1)=O)OC(=O)[C@H]1[C@@H](C1)C1=C(C=CC=C1)C (1R,2R)-2-(o-tolyl)cyclopropane-1-carboxylic acid 2,5-dioxopyrrolidin-1-yl ester